3-(6-((5-((tert-butyldimethylsilyl)oxy)-3,3-difluoropentyl)oxy)-1-oxoisoquinolin-2(1H)-yl)-1-((2-(trimethylsilyl)ethoxy)methyl)piperidine-2,6-dione [Si](C)(C)(C(C)(C)C)OCCC(CCOC=1C=C2C=CN(C(C2=CC1)=O)C1C(N(C(CC1)=O)COCC[Si](C)(C)C)=O)(F)F